(3-bromo-2-methoxyphenyl)boronic acid BrC=1C(=C(C=CC1)B(O)O)OC